1-Chloro-9,9-dimethyl-6-(trifluoromethoxy)-9,10-dihydroacridine ClC1=CC=CC=2NC3=CC(=CC=C3C(C12)(C)C)OC(F)(F)F